NC1=NC=NC=2C3=C(CC(C12)(C)C)C(=C(C=C3)O[C@H]3CC[C@H](CC3)NC(OC(C)(C)C)=O)N(CC(=O)NC)C tert-butyl N-[cis-4-[[4-amino-5,5-dimethyl-7-[methyl-[2-(methylamino)-2-oxo-ethyl]amino]-6H-benzo[h]quinazolin-8-yl]oxy]cyclohexyl]carbamate